N1=CC=C(C=C1)CC1=CC=C(C=C1)C1=CC=C(C=C1)NC(OC(C)(C)C)=O tert-Butyl 4'-(Pyridin-4-ylmethyl)biphenyl-4-ylcarbamate